NC=1C=NC(=NC1)N[C@@H](CO)C1CC1 (2R)-2-[(5-aminopyrimidin-2-yl)amino]-2-cyclopropylethanol